7-amino-4H-1,4-benzoxazin-3-one NC1=CC2=C(NC(CO2)=O)C=C1